BrC1=CC=C2C(=C(C(=NC2=C1)OC)C(=O)OCC)C=O ethyl 7-bromo-4-formyl-2-methoxyquinoline-3-carboxylate